3-(2-chloro-3-(3-(4-acetylpiperazin-1-yl)propoxy)phenyl)benzisothiazol ClC1=C(C=CC=C1OCCCN1CCN(CC1)C(C)=O)C1=NSC2=C1C=CC=C2